ClC1=CC2=C(NC(O[C@@]2(C(C)(F)F)C#CC2CC2)=O)C=C1CN1C=NC=CC1=O (S)-6-chloro-4-(cyclopropylethynyl)-4-(1,1-difluoroethyl)-7-((6-oxopyrimidin-1(6H)-yl)methyl)-1,4-dihydro-2H-benzo[d][1,3]oxazin-2-one